C(C)(=O)OCC[C@H](N)CS O-acetyl-homoserinethiol